COC(C1CCN(CC1)C1=CC=C(C=C1)[C@@H]1[C@@H](CCC2=CC(=CC=C12)O)C1=CC=C(C=C1)O)OC (1S,2R)-1-[4-[4-(dimethoxymethyl)-1-piperidyl]phenyl]-2-(4-hydroxyphenyl)tetralin-6-ol